N-(2-aminoethyl)-N2-{[2-(trimethylsilyl)ethoxy]carbonyl}glycinamide NCCNC(CNC(=O)OCC[Si](C)(C)C)=O